(S)-3-(3-(1,5-dimethyl-4-oxo-2-oxo-1,2-dihydropyridin-3-yl)ureido)-3-(4'-methylbiphenyl-3-yl)propanoic acid sodium salt [Na+].CN1C(C(C(C(=C1)C)=O)NC(N[C@@H](CC(=O)[O-])C=1C=C(C=CC1)C1=CC=C(C=C1)C)=O)=O